FC(=C1CCN(CC1)C1=C(C(=O)NC2=CC=CC3=C2N=C2N3CCC2)C=CC(=C1)I)F 2-(4-(difluoromethylene)piperidin-1-yl)-N-(2,3-dihydro-1H-benzo[d]pyrrolo[1,2-a]imidazol-5-yl)-4-iodobenzamide